N-(4-((7-ethoxy-6-nitroquinazolin-4-yl)oxy)-3-fluorophenyl)-1-(4-fluorophenyl)-2-oxopyrrolidine-3-carboxamide C(C)OC1=C(C=C2C(=NC=NC2=C1)OC1=C(C=C(C=C1)NC(=O)C1C(N(CC1)C1=CC=C(C=C1)F)=O)F)[N+](=O)[O-]